N-(5-bromo-1-methyl-2-oxo-1,2-dihydropyridin-3-yl)propane-1-sulfonamide BrC=1C=C(C(N(C1)C)=O)NS(=O)(=O)CCC